C(C)(C)(C)OC(CCC1(NC(NC1=O)=O)C=1N(C=CN1)C)=O 3-(4-(1-methyl-1H-imidazol-2-yl)-2,5-dioxoimidazolidin-4-yl)propionic acid tert-butyl ester